(S)-N-(4-(3-aminopiperidin-1-yl)-5-(1-(1-methylpiperidin-4-yl)-1H-pyrazol-4-yl)pyridin-2-yl)-2-(2-fluoro-6-methoxyphenyl)pyrimidin-4-amine N[C@@H]1CN(CCC1)C1=CC(=NC=C1C=1C=NN(C1)C1CCN(CC1)C)NC1=NC(=NC=C1)C1=C(C=CC=C1OC)F